C1(CC1)C=1C=CC(=C(C1)NC(=O)C=1OC(=CC1)C1CCOCC1)N1CC[C@](CCC1)(C)O (R)-N-(5-cyclopropyl-2-(4-hydroxy-4-methylazepan-1-yl)phenyl)-5-(tetrahydro-2H-pyran-4-yl)furan-2-carboxamide